[Si](C1=CC=CC=C1)(C1=CC=CC=C1)(C(C)(C)C)OC1CC(N[C@@H]2CN(CC[C@H]12)C(=O)N1CC(C1)OCC1=C(C=C(C=C1)C(F)(F)F)F)=O (4aS,8aS)-4-[tert-butyl(diphenyl)silyl]oxy-7-[3-[[2-fluoro-4-(trifluoromethyl)phenyl]methoxy]azetidine-1-carbonyl]-1,3,4,4a,5,6,8,8a-octahydro-1,7-naphthyridin-2-one